CC(C)CON\C=N\OCC(C)C (E)-N,N'-bis(propan-2-yl)methoxy-methanimidamide